S(=O)(=O)(O)[O-].CC=1NC=C[NH+]1 methyl-imidazolium hydrogen sulfate